2-thiomorpholino-4H-benzo[h]chromen-4-one S1CCN(CC1)C=1OC2=C3C(=CC=C2C(C1)=O)C=CC=C3